COC1=NN(C=C1[N+](=O)[O-])CCCNC(OC(C)(C)C)=O Tert-butyl N-[3-(3-methoxy-4-nitro-pyrazol-1-yl)propyl]carbamate